bromo-6-(2-(trifluoromethoxy)benzyl)-7,8-dihydro-1,6-naphthyridin-5(6H)-one BrC1=NC=2CCN(C(C2C=C1)=O)CC1=C(C=CC=C1)OC(F)(F)F